[N+](#[C-])CCC[Si](OC)(OC)OC isocyanopropyl-trimethoxysilane